(E)-N-(7-Chloro-2-(4,6-dihydroxy-2,3-dimethylbenzoyl)isoindolin-4-yl)-4-(dimethylamino)-N-methylbut-2-enamide ClC=1C=CC(=C2CN(CC12)C(C1=C(C(=C(C=C1O)O)C)C)=O)N(C(\C=C\CN(C)C)=O)C